Vanadium (V) vanadium [V+5].[V+5]